N-(9,9-diphenyl-9H-fluorene-3-yl)dibenzo[b,d]furan-3-amine C1(=CC=CC=C1)C1(C2=CC=CC=C2C=2C=C(C=CC12)NC=1C=CC2=C(OC3=C2C=CC=C3)C1)C1=CC=CC=C1